isopentyl 4-hydroxybutanoate OCCCC(=O)OCCC(C)C